N-(((2-(diethylamino)ethyl)amino)((4-methylquinazolin-2-yl)amino)methylene)acetamide C(C)N(CCNC(=NC(C)=O)NC1=NC2=CC=CC=C2C(=N1)C)CC